tert-butyl 4-(6-bromo-1-methyl-1H-indazol-3-yl)-4-cyanopentanoate BrC1=CC=C2C(=NN(C2=C1)C)C(CCC(=O)OC(C)(C)C)(C)C#N